CN1N=C(C=C1C(=O)N[C@@H](C)C1=CC(=NO1)C1=CC(=NC=C1)C(F)(F)F)C(F)(F)F 2-methyl-5-(trifluoromethyl)-N-[(1S)-1-[3-[2-(trifluoromethyl)-4-pyridinyl]isoxazol-5-yl]ethyl]pyrazole-3-carboxamide